6-fluoro-2'-methyl-[1,1'-biphenyl] FC1=CC=CC=C1C1=C(C=CC=C1)C